CC=1N=CC(=NC1)C1=C(C(=O)O)C=CC=C1 2-(5-methylpyrazin-2-yl)benzoic acid